N[C@H](C(=O)N1CCN(CC1)C(C1=C(C=C(C=C1)NC=1C=2N(C=CN1)C(=CN2)C=2C(=NN(C2)CC(F)F)C(F)F)CC)=O)C (S)-2-amino-1-(4-(4-((3-(1-(2,2-difluoroethyl)-3-(difluoromethyl)-1H-pyrazol-4-yl)imidazo[1,2-a]pyrazin-8-yl)amino)-2-ethylbenzoyl)piperazin-1-yl)propan-1-one